BrC1=CC=C(C=C1)C1CC(CC2COC(C12)=O)C#N 7-(4-bromophenyl)-1-oxooctahydroisobenzofuran-5-carbonitrile